(1S,2S)- and (1R,2R)-2-(1-cyclobutyl-1H-pyrazol-3-yl)cyclopropane-1-carbonitrile C1(CCC1)N1N=C(C=C1)[C@@H]1[C@H](C1)C#N |r|